tert-butyl (R)-3-((S)-1-((S)-4-benzyl-2-oxooxazolidin-3-yl)-3-(5-bromothiophen-3-yl)-1-oxopropane-2-yl)pyrrolidine-1-carboxylate C(C1=CC=CC=C1)[C@@H]1N(C(OC1)=O)C([C@@H](CC1=CSC(=C1)Br)[C@@H]1CN(CC1)C(=O)OC(C)(C)C)=O